CS(=O)(=O)ON O-(methanesulfonyl)hydroxylamine